(3S)-1-(6-cyclopropylpyridin-3-yl)-N-[(2-methylpyridin-4-yl)methyl]piperidin-3-amine C1(CC1)C1=CC=C(C=N1)N1C[C@H](CCC1)NCC1=CC(=NC=C1)C